3-(trifluoromethyl)benzamidine hydrochloride Cl.FC(C=1C=C(C(=N)N)C=CC1)(F)F